1-hydroxy-3-(4-bromophenyl)-2-propanone OCC(CC1=CC=C(C=C1)Br)=O